[N+](=O)([O-])C1=CC=C(OP(=O)(OC2=CC=CC=C2)N[C@@H](C)C(=O)OCC(C(F)(F)F)(C)C)C=C1 3,3,3-trifluoro-2,2-dimethylpropyl ((4-nitrophenoxy)(phenoxy) phosphoryl)-L-alaninate